2-bromo-3-fluoro-4-(methoxymethoxy)pyridine BrC1=NC=CC(=C1F)OCOC